C(CCCCCCCCCCC)(=O)N[C@@H](C)C(=O)N[C@@H](C)C(=O)O N-lauroyl-L-alanyl-L-alanine